CN1C=CC2=CC=CC(=C12)CN (1-methyl-1H-indol-7-yl)methylamine